5-(4-amino-2,6-dichlorophenoxy)-1-((tetrahydro-2H-pyran-4-yl)methyl)pyridin-2(1H)-one NC1=CC(=C(OC=2C=CC(N(C2)CC2CCOCC2)=O)C(=C1)Cl)Cl